zinc octadecanoate C(CCCCCCCCCCCCCCCCC)(=O)[O-].[Zn+2].C(CCCCCCCCCCCCCCCCC)(=O)[O-]